N-((S)-(4,4-Difluorocyclohexyl)(5-((R)-1-(4,4,4-trifluorobutanamido)ethyl)-1H-benzo[d]imidazol-2-yl)methyl)-5-hydroxy-1-(3,3,3-trifluoropropyl)-1H-pyrazole-3-carboxamide FC1(CCC(CC1)[C@H](NC(=O)C1=NN(C(=C1)O)CCC(F)(F)F)C1=NC2=C(N1)C=CC(=C2)[C@@H](C)NC(CCC(F)(F)F)=O)F